cyclohexanetriamide C1(C(CCCC1)C(=O)N)(C(=O)N)C(=O)N